4-cyano-2-fluoro-N-(2-hydroxyethyl)-5-methylbenzenesulfonamide C(#N)C1=CC(=C(C=C1C)S(=O)(=O)NCCO)F